(S)-N-(sec-butyl)-5-(thieno[3,2-c]pyridin-2-yl)-7H-pyrrolo[2,3-d]pyrimidin-2-amine [C@H](C)(CC)NC=1N=CC2=C(N1)NC=C2C2=CC=1C=NC=CC1S2